CS(=O)(=O)C=1C=C(C=CC1)CCC(=O)O 3-(3-(methylsulfonyl)phenyl)propanoic acid